1-ISOPROPYL-1H-PYRAZOLE C(C)(C)N1N=CC=C1